C1(=CC=CC=C1)NC(=O)N1CCSCC1 N-phenylthiomorpholin-4-carboxamide